C1(CCCCC1)N1C(N(C(C(=C1O)C(=O)NCC(=O)OC)=O)C1CCCCC1)=O methyl (1,3-dicyclohexyl-6-hydroxy-2,4-dioxo-1,2,3,4-tetrahydropyrimidine-5-carbonyl)glycinate